C1(CCCCC1)N1CCN(CC1)C([C@@H](CC1=CC2=C(NC(O2)=O)C=C1)NC(=O)N1CCC(CC1)N1C(NC2=CC=CC=C2C1)=O)=O (R)-4-(2-Oxo-1,4-dihydro-2H-quinazolin-3-yl)-piperidine-1-carboxylic acid [2-(4-cyclohexyl-piperazin-1-yl)-2-oxo-1-(2-oxo-2,3-dihydro-benzooxazol-6-ylmethyl)-ethyl]-amide